3-(1-(3-Amino-4-hydroxyphenyl)-2-methoxyethyl)-5-fluoropyridin-2(1H)-one NC=1C=C(C=CC1O)C(COC)C=1C(NC=C(C1)F)=O